2-(2-Fluoro-4-(4,4,5,5-tetramethyl-1,3,2-dioxaborolan-2-yl)phenoxy)-4-vinylpyrimidine FC1=C(OC2=NC=CC(=N2)C=C)C=CC(=C1)B1OC(C(O1)(C)C)(C)C